BrC1=CC(=C(C(=O)N(C)OC)C(=C1)F)F 4-bromo-2,6-difluoro-N-methoxy-N-methylbenzamide